(1S)-1-(3-pyrazin-2-ylpyrazin-2-yl)ethanamine N1=C(C=NC=C1)C=1C(=NC=CN1)[C@H](C)N